ClC=1C(=C(C(=CC1)F)C=1C(N(N=C(C1O)C)C)=O)CCC1=CC=C(C=C1)C(F)(F)F 4-[3-chloro-6-fluoro-2-[2-[4-(trifluoromethyl)phenyl]ethyl]phenyl]-5-hydroxy-2,6-dimethyl-pyridazin-3-one